O=C1C(C(CC1)CC(=O)OC)CCCCC methyl 2-(3-oxo-2-pentylcyclopentyl)acetate